FC1=C(C(=NN1C1=CC=CC=C1)C(F)(F)F)C1=CC=C(C=C1)C#N 5-fluoro-1-phenyl-4-(4-cyanophenyl)-3-trifluoromethyl-1H-pyrazole